(3,3-difluoro-6-bicyclo[3.1.0]hexanyl)-[(5S,7S)-7-fluoro-5-phenyl-6,7-dihydro-5H-pyrrolo[1,2-b][1,2,4]triazol-2-yl]methanone FC1(CC2C(C2C1)C(=O)C=1N=C2N(N1)[C@@H](C[C@@H]2F)C2=CC=CC=C2)F